BrC=1C(=NC=CC1[C@@H](CCC=C)N)OC(F)F (R)-1-(3-bromo-2-(difluoromethoxy)pyridine-4-yl)pent-4-en-1-amine